3-hexyldibenzo[b,d]thiophen-4-amine C(CCCCC)C=1C=CC2=C(SC3=C2C=CC=C3)C1N